NC1=CC=CC(=N1)NC(CCCCC(=O)OC)=O Methyl 6-((6-aminopyridin-2-yl)amino)-6-oxohexanoate